N-[2-(2-chlorophenyl)ethyl]-2-[1-[(2,3-difluorophenyl)methyl]-5-oxopyrrolidin-2-yl]acetamid ClC1=C(C=CC=C1)CCNC(CC1N(C(CC1)=O)CC1=C(C(=CC=C1)F)F)=O